2-(4,4-difluorocycloheptyl)-4,6-dimethyl-N-(3-((R)-S-methylsulfonimidoyl)phenyl)-5-(trifluoromethyl)-1,2-dihydropyridine-3-carboxamide FC1(CCC(CCC1)C1NC(=C(C(=C1C(=O)NC1=CC(=CC=C1)[S@@](=O)(=N)C)C)C(F)(F)F)C)F